methyl-2-{3-[2-(pyrrolidin-1-yl)ethoxy]phenyl}ethan-1-amine CC(CC1=CC(=CC=C1)OCCN1CCCC1)N